N-((2R,3S)-1-(6-(difluoromethoxy)pyridin-3-yl)-2-((((CIS)-4-phenylcyclohexyl)oxy)methyl)pyrrolidin-3-yl)methanesulfonamide FC(OC1=CC=C(C=N1)N1[C@H]([C@H](CC1)NS(=O)(=O)C)CO[C@@H]1CC[C@@H](CC1)C1=CC=CC=C1)F